Ethyl-{[1-(2-fluorophenyl)-5-(5-fluoropyridin-3-yl)-1H-pyrazol-3-yl]oxy}acetat C(C)OC(COC1=NN(C(=C1)C=1C=NC=C(C1)F)C1=C(C=CC=C1)F)=O